S1CCCSC12\C(\CCCC2)=C\C2=CNC1=CC=C(C=C21)Br (E)-3-((1,5-dithiaspiro[5.5]undecan-7-ylidene)methyl)-5-bromo-1H-indole